ClC1=C(C=CC=C1)/C=C/C(=O)NC1CCCC1 (E)-3-(2-chlorophenyl)-N-cyclopentyl-2-propenamide